[Cl-].C(CCCCCCCCCCC)N1C(N(C=C1)CC1=CC=CC=C1)C 1-dodecyl-2-methyl-3-benzylimidazole chloride salt